1H-isochromen-1-one Hemisulfate S(=O)(=O)(O)O.C1(OC=CC2=CC=CC=C12)=O.C1(OC=CC2=CC=CC=C12)=O